N-(3-amino-6-chloropyridin-2-yl)-2-(2-methoxyphenyl)-2-(1-oxoisoindol-2-yl)acetamide tert-butyl-3-(4-fluoro-1-((2-(trimethylsilyl)ethoxy)methyl)-1H-pyrazol-3-yl)azetidine-1-carboxylate C(C)(C)(C)OC(=O)N1CC(C1)C1=NN(C=C1F)COCC[Si](C)(C)C.NC=1C(=NC(=CC1)Cl)NC(C(N1C(C2=CC=CC=C2C1)=O)C1=C(C=CC=C1)OC)=O